(1-(6-((2-amino-2-oxo-1-phenylethyl)thio)-3,5-dicyano-4-cyclopropylpyridin-2-yl)piperidin-4-yl)carbamic acid tert-butyl ester C(C)(C)(C)OC(NC1CCN(CC1)C1=NC(=C(C(=C1C#N)C1CC1)C#N)SC(C(=O)N)C1=CC=CC=C1)=O